CC1=CC=C(CS(=O)(=O)N)C=C1 4-methylbenzyl-sulfonamide